2-(2-(4-methylpiperazino)ethylthio)-4-(3-chloro-4-fluorophenylamino)pyrimidine CN1CCN(CC1)CCSC1=NC=CC(=N1)NC1=CC(=C(C=C1)F)Cl